monopotassium ethyl malonate C(CC(=O)[O-])(=O)OCC.[K+]